1H-PYRROLE-2-CARBALDEHYDE N1C(=CC=C1)C=O